bis(2,4-pentanedione) platinum [Pt].CC(CC(C)=O)=O.CC(CC(C)=O)=O